tert-butyl ((1r,4r)-4-((2-(2,6-dioxopiperidin-3-yl)-1-oxoisoindolin-4-yl)(isobutyl)amino)cyclohexyl)carbamate O=C1NC(CCC1N1C(C2=CC=CC(=C2C1)N(C1CCC(CC1)NC(OC(C)(C)C)=O)CC(C)C)=O)=O